C1N(CC[C@]12NCCOC2)C(=O)OC(C)(C)C (S)-tert-butyl 9-oxa-2,6-diazaspiro[4.5]decane-2-carboxylate